O1CCCC2=CC(=CC=C12)C(C)NC(CN1N=C(C2=C(C1=O)N(N=C2C)C2CC2)C)=O N-(1-(chroman-6-yl)ethyl)-2-(1-cyclopropyl-3,4-dimethyl-7-oxo-1,7-dihydro-6H-pyrazolo[3,4-d]pyridazin-6-yl)acetamide